6-(2,6-Dichlorophenyl)-2-((3-chloro-4-(4-methylpiperazin-1-yl)phenyl)amino)-8,9-dihydroimidazo[1,2-a]pyrimido[5,4-e]pyrimidin-5(6H)-one ClC1=C(C(=CC=C1)Cl)N1C=2N(C3=C(C1=O)C=NC(=N3)NC3=CC(=C(C=C3)N3CCN(CC3)C)Cl)CCN2